CC(C(=O)O)C(C)(C)C1=C(C=C(C=C1OP(=O)(O)O)C)C methyl-3-(2,4-dimethyl-6-(phosphonooxy)phenyl)-3-methylbutanoic acid